CCC(CC)NC(=O)C1=NNC(=C1)C=1C=C(C=CC1)N1COC(=C1)C(=O)NCC1OCCCC1 3-(3-(3-(pentan-3-ylcarbamoyl)-1H-pyrazol-5-yl)phenyl)-N-((tetrahydro-2H-pyran-2-yl)methyl)oxazole-5-carboxamide